B([O-])([O-])[O-].[Li+].[Li+].[Li+].ClC1=CC=C(C=C1)C(O)C1=CC=C(C=C1)F (4-chlorophenyl)(4-fluorophenyl)methanol trilithium borate